(R)-6-(2-(3-chlorophenyl)-2-hydroxyacetyl)-2-(1-(3-isopropylphenyl)cyclopropyl)-5,6,7,8-tetrahydropyrido[4,3-d]pyrimidin-4(3H)-one ClC=1C=C(C=CC1)[C@H](C(=O)N1CC2=C(N=C(NC2=O)C2(CC2)C2=CC(=CC=C2)C(C)C)CC1)O